CN(CCCC(=O)N(CCCCCC(C(OCCC(CCCCC)CCCCC)=O)F)C(CCCCC=CC(=O)OCCC(CCCCC)CCCCC)CCCCCCCCCC)C 3-pentyloctyl 8-[4-(dimethylamino)-N-{6-fluoro-7-oxo-7-[(3-pentyloctyl)oxy]heptyl}butanamido]octadecenoate